4-fluoro-2-(5-{[(1S,2S,3R)-2-fluoro-9-azabicyclo[3.3.1]nonan-3-yl](methyl)amino}pyrazin-2-yl)-5-(1H-pyrazol-5-yl)phenol FC1=CC(=C(C=C1C1=CC=NN1)O)C1=NC=C(N=C1)N(C)[C@H]1[C@H]([C@@H]2CCCC(C1)N2)F